N1(CCC1)C(=O)N1CC2(CC2)C(C1CC=1C(=C(C=CC1)C1=CC(=CC=C1)F)F)CS(=O)(=O)N (5-(azetidine-1-carbonyl)-6-((2,3'-difluoro-[1,1'-biphenyl]-3-yl)methyl)-5-azaspiro[2.4]heptan-7-yl)methanesulfonamide